6-((trimethylsilyl)ethynyl)spiro[2.5]octan-6-ol C[Si](C)(C)C#CC1(CCC2(CC2)CC1)O